CN(C[C@@H](CO)O)C (2S)-3-(dimethylamino)-1,2-propanediol